O1C(=CC2=C1C=CC=C2)C=2C(=C(C(=C1C(=NNC21)C2=NNC1=CC=CC=C21)C=2NC1=C(N2)C=CC=C1)C=1NC2=CC=CC=C2C1)C=1SC2=C(C1)C=CC=C2 (benzofuranyl)(benzothiophenyl)(indolyl)(benzimidazolyl)(indazolyl)indazole